COCC1=NN(C=C1C(=O)N)CC1=CC=C2CCN(C(C2=C1)=O)C (methoxymethyl)-1-[(2-methyl-1-oxo-3,4-dihydroisoquinolin-7-yl)methyl]pyrazole-4-carboxamide